dimethyl-4,4'-bithiazole CC1=C(N=C(S1)C)C=1N=CSC1